3-fluoro-4-[2-(propan-2-yl)-6-[3-(trifluoromethyl)phenyl]imidazo[1,2-a]pyrazin-3-yl]phenol FC=1C=C(C=CC1C1=C(N=C2N1C=C(N=C2)C2=CC(=CC=C2)C(F)(F)F)C(C)C)O